methyl 1-[(2R)-2-[4-(2-chloro-4-fluoro-phenyl)-2-oxo-chromen-7-yl]oxypropanoyl]piperidine-4-carboxylate ClC1=C(C=CC(=C1)F)C1=CC(OC2=CC(=CC=C12)O[C@@H](C(=O)N1CCC(CC1)C(=O)OC)C)=O